2-((4-Fluoro-3-methoxyphenyl)amino)-N,N-dimethylacetamide FC1=C(C=C(C=C1)NCC(=O)N(C)C)OC